COC(=O)C1(CC(C1)(C)C)[C@@]1(O[C@H]([C@@H]([C@@H]1O)O)C1=CC=C2C(=NC=NN21)N)C#N ((2R,3S,4R,5S)-5-(4-aminopyrrolo[2,1-f][1,2,4]triazin-7-yl)-2-cyano-3,4-dihydroxytetrahydrofuran-2-yl)3,3-dimethylcyclobutane-1-carboxylic acid methyl ester